ClC1=NC(=C(C(=N1)Cl)F)Cl 2,4,6-trichloro-5-fluoropyrimidine